NC1=NOC2=C1C=C(C=C2)N2C(N(C1=C2C=CC=C1)CC1CCC(CC1)NC(C1=C(N=CC(=C1)Cl)C)=O)=O N-((1r,4r)-4-((3-(3-amino-benzo[d]isoxazol-5-yl)-2-oxo-2,3-dihydro-1H-benzo[d]imidazol-1-yl)methyl)cyclohexyl)-5-chloro-2-methylnicotinamide